5-Chloro-2-((6-chloropyrazine-2-carboxamido)methyl)benzofuran-7-carboxylic acid ClC=1C=C(C2=C(C=C(O2)CNC(=O)C2=NC(=CN=C2)Cl)C1)C(=O)O